3-((trimethylsilyl)ethynyl)benzenesulfinamide C[Si](C)(C)C#CC=1C=C(C=CC1)S(=O)N